3-(3-dimethoxyphenylsilylpropoxy)propane-1,2-dithiol CO[Si](CCCOCC(CS)S)(C1=CC=CC=C1)OC